[OH-].[OH-].C(C)(C)C1=CC(=CC=C1)C(C)C 1,3-diisopropylbenzene dihydroxide